C(#N)C(C)(C)C1CN(CC1)C1=CC(=NC(=N1)C)NC(C1=NC(=CC=C1)C=1C=NN(C1)CC1CC1)=O N-(6-(3-(2-cyanopropan-2-yl)pyrrolidin-1-yl)-2-methylpyrimidin-4-yl)-6-(1-(cyclopropylmethyl)-1H-pyrazol-4-yl)picolinamide